phosphonobutane-1,2,4-tricarboxylic acid P(=O)(O)(O)C(C(CCC(=O)O)C(=O)O)C(=O)O